Phosphohistidin P(=O)(O)(O)N[C@@H](CC1=CNC=N1)C(=O)O